CC(C)(C)C1=CC=C(C=C1)[I+]C1=CC=C(C=C1)C(C)(C)C bis(4-(1,1-dimethylethyl)phenyl)iodonium